8-(5-chloro-2-fluoro-3-pyridinyl)-N-(2,3-dihydro-1,4-benzoxazin-4-yl)-4-morpholino-quinoline-3-carboxamide ClC=1C=C(C(=NC1)F)C=1C=CC=C2C(=C(C=NC12)C(=O)NN1CCOC2=C1C=CC=C2)N2CCOCC2